2-((3R)-3-(1-(1-(2-(2,6-dichloropyridin-3-yl)ethyl)-3-ethynyl-1H-pyrazolo[3,4-b]pyrazin-6-yl)azetidin-3-yl)piperidin-1-yl)ethan-1-ol ClC1=NC(=CC=C1CCN1N=C(C=2C1=NC(=CN2)N2CC(C2)[C@@H]2CN(CCC2)CCO)C#C)Cl